COC=1C(N(C=CC1)C=1C=NC(=CC1)N[C@H]1C[C@@H](CC1)NC1=NC=C(N=C1)C)=O |r| rac-3-Methoxy-6'-(((1R,3R)-3-((5-methylpyrazin-2-yl)amino)cyclopentyl)amino)-2H-[1,3'-bipyridin]-2-one